(R)-8-azaspiro[4.5]decan-1-amine hydrochloride Cl.[C@H]1(CCCC12CCNCC2)N